N1C(CCC1)C#CC1=CC=CC2=C1COCCN2C2=NC(N(C1=CC=CC=C21)C([2H])([2H])[2H])=O 4-[6-(2-pyrrolidin-2-ylethynyl)-3,5-dihydro-2H-4,1-benzoxazepin-1-yl]-1-(trideuteriomethyl)quinazolin-2-one